C(C1=CC=CC=C1)NCC(=O)OC(C)(C)C tert-butyl 2-(benzylamino)acetate